CNC(C1=NC(=C(C=C1)N1CCN(CC1)CC1=CC=2NC(N(C(C2N1)=O)C)=O)C)=O N,6-dimethyl-5-(4-((3-methyl-2,4-dioxo-2,3,4,5-tetrahydro-1H-pyrrolo[3,2-d]pyrimidin-6-yl)methyl)piperazin-1-yl)picolinamide